1-(6-{[3-(dimethoxymethyl)-5-(pyrimidin-2-yl)phenyl]amino}hexyl)-2-(hydroxymethyl)piperidine-3,4,5-triol COC(C=1C=C(C=C(C1)C1=NC=CC=N1)NCCCCCCN1C(C(C(C(C1)O)O)O)CO)OC